(R)-5-Chloro-2,3-dihydro-1H-inden-1-amine ClC=1C=C2CC[C@H](C2=CC1)N